N-({6-[(1,3-thiazol-4-yl)methoxy]-5-(2,2,2-trifluoroethyl)-2-indolyl}methyl)1-methylcyclopropanecarboxamide S1C=NC(=C1)COC1=C(C=C2C=C(NC2=C1)CNC(=O)C1(CC1)C)CC(F)(F)F